FC=1C=C(C=CC1)[C@@H]1N(CCC1)C=1C=CC=2N(N1)C(=CN2)C2=CC=CC(=N2)N2CCN(CC2)CCOC2=CC=CC=1N(C=NC12)C1C(NC(CC1)=O)=O 3-(4-(2-(4-(6-(6-((R)-2-(3-fluorophenyl)pyrrolidin-1-yl)imidazo[1,2-b]pyridazin-3-yl)pyridin-2-yl)piperazin-1-yl)ethoxy)-1H-benzo[d]imidazol-1-yl)piperidine-2,6-dione